CC1C[NH2+]CC=C1 3-methyl-1,2,3,6-tetrahydropyridin-1-ium